C(C)OC=1C(=CC2=CN(N=C2C1)C12COC(C1)(C2)C)C(=O)OC2=CC=CC=C2 Phenyl 6-ethoxy-2-(1-methyl-2-oxabicyclo[2.1.1]hex-4-yl)-2H-indazole-5-carboxylate